5-{[5-(3-{[(1R,3R)-3-aminocyclopentyl]oxy}-1,5-naphthyridin-4-yl)-1H-pyrazol-3-yl]amino}pyrazine-2-carbonitrile N[C@H]1C[C@@H](CC1)OC=1C=NC2=CC=CN=C2C1C1=CC(=NN1)NC=1N=CC(=NC1)C#N